N'-piperidin-4-yl-urea N1CCC(CC1)NC(N)=O